O=C1OCC(O1)COC1=C(C2=CC=CC=C2C=C1)C=NO 2-((2-oxo-1,3-dioxolan-4-yl)methoxy)-1-naphthaldehyde oxime